NC=1C=C2CCN(CC2=CC1)C(=O)OC(C)(C)C 6-amino-N-Boc-1,2,3,4-tetrahydroisoquinoline